(Z)-2,2,2-trifluoro-1-(4-(pyridin-4-ylmethyl)thiazol-2-yl)ethan-1-one oxime FC(/C(=N/O)/C=1SC=C(N1)CC1=CC=NC=C1)(F)F